C1NCC12COC(OC2)CCN(C2=CC=C(C#N)C=C2)CC=2C=NC(=CC2)OC(C)C 4-((2-(6,8-dioxa-2-azaspiro[3.5]nonan-7-yl)ethyl)((6-isopropoxypyridin-3-yl)methyl)amino)benzonitrile